FC([C@H](CO)NC(=O)C=1C=2C[C@@H]3[C@H](C2N(N1)C1=NC=CC(=C1)Cl)C3)(C)C (1aR,5aR)-2-(4-Chloro-pyridin-2-yl)-1a,2,5,5a-tetrahydro-1H-2,3-diaza-cyclopropa[a]pentalene-4-carboxylic acid ((S)-2-fluoro-1-hydroxymethyl-2-methyl-propyl)-amide